4-chloro-6-methoxy-2,7-dimethyl-8,9-dihydro-7H-[1,4]oxazino[3,2-h]quinazoline ClC1=NC(=NC2=C3C(=C(C=C12)OC)N(CCO3)C)C